ClC=1C=CC2=C(C(=NCC3=C2N=CN=C3)C3=C(C=CC=C3C)F)C1 9-Chloro-7-(2-fluoro-6-methyl-phenyl)-5H-benzo[c]pyrimido[4,5-e]azepin